(R)-2-(2-(methoxymethyl)pyrrolidin-1-yl)-5-(4,4,5,5-tetramethyl-1,3,2-dioxaborolan-2-yl)pyrimidine COC[C@@H]1N(CCC1)C1=NC=C(C=N1)B1OC(C(O1)(C)C)(C)C